C(#N)CC(C)(C)C=1N(C2=CC=C(C(=C2C1C1=C(C=C(C(=O)O)C=C1)F)O)F)C1=CC(=C(C=C1)F)C 4-[2-(2-cyano-1,1-dimethyl-ethyl)-5-fluoro-1-(4-fluoro-3-methyl-phenyl)-4-hydroxy-indol-3-yl]-3-fluoro-benzoic acid